1-Methyl-2-(6-trifluoromethyl-benzothiazol-2-ylamino)-1H-benzoimidazole-5-carboxylic acid [((S)-5-amino-1-dimethylcarbamoyl-pentylcarbamoyl)-methyl]-amide dihydrochloride Cl.Cl.NCCCC[C@@H](C(N(C)C)=O)NC(=O)CNC(=O)C1=CC2=C(N(C(=N2)NC=2SC3=C(N2)C=CC(=C3)C(F)(F)F)C)C=C1